7-{(1R)-1-[1-(2,4-difluorophenyl)-1H-1,2,3-triazol-4-yl]propyl}-5-[2-(trifluoromethyl)pyrimidin-5-yl]pyrrolo[2,1-f][1,2,4]triazin-4-amine FC1=C(C=CC(=C1)F)N1N=NC(=C1)[C@H](CC)C1=CC(=C2C(=NC=NN21)N)C=2C=NC(=NC2)C(F)(F)F